tert-butyl 3-(7'-{[(2S,4R)-4-hydroxy-1-methyl-2-pyrrolidinyl]methoxy}-8-ethynyl-1',7-difluoro-3',6',8'-triaza-1,2'-binaphthyl-5'-yl)-3,8-diazabicyclo[3.2.1]octane-8-carboxylate O[C@@H]1C[C@H](N(C1)C)COC1=NC(=C2C=NC(=C(C2=N1)F)C1=CC=CC2=CC=C(C(=C12)C#C)F)N1CC2CCC(C1)N2C(=O)OC(C)(C)C